FC1=CC=C(C=C1)C1=CC(=C(C=C1)CNC(C=C)=O)C1=NN(C=C1)C1(CC1)C N-((4'-fluoro-3-(1-(1-methylcyclopropyl)-1H-pyrazol-3-yl)-[1,1'-biphenyl]-4-yl)methyl)acrylamide